Cyclobutanetetracarboxylic dianhydride C12C(C3C1C(=O)OC3=O)C(=O)OC2=O